OC1(CCN(CC1)C(C[C@@H](C)C1=CC=CC=C1)=O)CN1C=NC=2C(C1=O)=NN(C2C2=CC=C1CCNC1=C2)C (R)-6-((4-hydroxy-1-(3-phenylbutyryl)piperidin-4-yl)methyl)-3-(indolin-6-yl)-2-methyl-2H-pyrazolo[4,3-d]pyrimidin-7(6H)-one